O=C1N(CC2=CC(=CC=C12)O[C@@H]1CN(CC1)CC=1N=CC2=CC(=CC=C2C1)[C@@H]1COCC1)C1C(NC(CC1)=O)=O 3-(1-Oxo-5-(((S)-1-((7-((R)-tetrahydrofuran-3-yl)isoquinolin-3-yl)methyl)pyrrolidin-3-yl)oxy)isoindolin-2-yl)piperidine-2,6-dione